NC1=NC(=C(C=2N1N=C(N2)CN2N=NN=C2C2=NC(=CC=C2)OC)C2=NC=NC=C2)C=2C=C(C#N)C=CC2 3-(5-amino-2-((5-(6-methoxypyridin-2-yl)-1H-tetrazol-1-yl)methyl)-8-(pyrimidin-4-yl)-[1,2,4]triazolo[1,5-c]pyrimidin-7-yl)benzonitrile